5-bromo-3-methylthiophene BrC1=CC(=CS1)C